N-[3-[7-fluoro-2-(4-fluorophenyl)-5-(trifluoromethyl)-1H-indol-3-yl]cyclobutyl]-3-hydroxy-propionamide FC=1C=C(C=C2C(=C(NC12)C1=CC=C(C=C1)F)C1CC(C1)NC(CCO)=O)C(F)(F)F